C(C1=CC=CC=C1)(C1=CC=CC=C1)OC([C@@](CC1=CC(=C(C=C1)OP(=O)(OCC1=CC=CC=C1)OCC1=CC=CC=C1)OP(=O)(OCC1=CC=CC=C1)OCC1=CC=CC=C1)(C)NNC(=O)OCC1=CC=CC=C1)=O (S)-benzyl 2-(1-(benzhydryloxy)-3-(3,4-bis((bis(benzyloxy)-phosphoryl)oxy)phenyl)-2-methyl-1-oxopropan-2-yl)hydrazinecarboxylate